(2R)-2-(3-cyclohexyl-1,2,4-oxadiazol-5-yl)-1,1-difluoro-6-azaspiro[2.5]octane-6-sulfonamide C1(CCCCC1)C1=NOC(=N1)[C@@H]1C(C12CCN(CC2)S(=O)(=O)N)(F)F